The molecule is an unsaturated fatty acid anion that is the conjugate base of (17Z)-hexacosenoic acid, obtained by deprotonation of the carboxy group; major species at pH 7.3. It is a conjugate base of a (17Z)-hexacosenoic acid. CCCCCCCC/C=C\\CCCCCCCCCCCCCCCC(=O)[O-]